C(CCC(=O)C)(=O)[O-].C[NH+]1[C@@H](CCC1)C=1C(=NC=CC1)C (2S)-1-methyl-2-(2-methylpyridin-3-yl)pyrrolidin-1-ium levulinate